2,3-dihydro-1H-pyrrolo[3,2-c]quinoline N1CCC=2C=NC=3C=CC=CC3C21